(rac)-2'-[6-amino-5-(difluoromethoxy)pyridin-3-yl]-N-[2-(pyridin-3-yl)propan-2-yl]-5',6'-dihydrospiro[pyrrolidine-3,4'-pyrrolo[1,2-b]pyrazole]-1-carboxamide NC1=C(C=C(C=N1)C=1C=C2N(N1)CC[C@]21CN(CC1)C(=O)NC(C)(C)C=1C=NC=CC1)OC(F)F |r|